diallylitaconic acid C(C=C)C(=C(C(=O)O)CC(=O)O)CC=C